Ethyl 2-(3-acetylphenyl)-2,2-difluoroacetate C(C)(=O)C=1C=C(C=CC1)C(C(=O)OCC)(F)F